Cl[Al-](Cl)(Cl)Cl.[Na+] sodium tetrachloroaluminate